succinic acid-13C [13C](CCC(=O)O)(=O)O